tert-Butyl 4-(2-cyano-5-isobutylphenyl)piperazine-1-carboxylate C(#N)C1=C(C=C(C=C1)CC(C)C)N1CCN(CC1)C(=O)OC(C)(C)C